C(C(C)CCC[C@@H](C)[C@H]1CC[C@H]2[C@@H]3CCC4CCCC[C@]4(C)[C@H]3CC[C@]12C)(=O)O cholestanic acid